FC1=CC=C(C=C1)CC(=O)N(S(=O)(=O)C1=CC=C(C)C=C1)C 2-(4-fluorophenyl)-N-methyl-N-tosylacetamide